FC(N1N=C(C=C1)C=1C=C(C=CC1CNC(C=C)=O)C1=CC=C(C=C1)C(F)(F)F)F N-((3-(1-(difluoromethyl)-1H-pyrazol-3-yl)-4'-(trifluoromethyl)-[1,1'-biphenyl]-4-yl)methyl)acrylamide